CN1C=CC2=C1C(=CC=C2)C 1,7-dimethyl-benzopyrrole